ethyl (3R,4R,5S)-4-acetamido-5-azido-3-acetoxy-1-cyclohexene-1-carboxylate C(C)(=O)N[C@H]1[C@@H](C=C(C[C@@H]1N=[N+]=[N-])C(=O)OCC)OC(C)=O